7-[4-ethyl-5-(5-methyl-1,3,4-oxadiazol-2-yl)-8-oxo-3,9-diazatetracyclo[9.1.1.01,9.02,7]trideca-2,4,6-trien-6-yl]-4-[(5-fluoro-2-pyridyl)methyl]-2,2-dimethyl-4H-1,4-benzoxazin-3(2H)-one C(C)C=1N=C2C34N(C(C2=C(C1C=1OC(=NN1)C)C1=CC2=C(N(C(C(O2)(C)C)=O)CC2=NC=C(C=C2)F)C=C1)=O)CC(C3)C4